tris-(2,4-di-tert-butyl-butylphenyl) phosphite P(OC1=C(C=CC=C1)CC(CCC(C)(C)C)C(C)(C)C)(OC1=C(C=CC=C1)CC(CCC(C)(C)C)C(C)(C)C)OC1=C(C=CC=C1)CC(CCC(C)(C)C)C(C)(C)C